FC(C1=NNC(C=2N1C1=C(C2)SC=C1)=O)F 5-(difluoromethyl)thieno[2',3':4,5]pyrrolo[1,2-d][1,2,4]triazin-8(7H)-one